ClC=1C=C(C=CC1C#N)N(C1CCC(CC1)NC(=O)C=1N=NC(=CC1)N1CCC(CC1)CCCCCCO)C N-((1r,4r)-4-((3-chloro-4-cyanophenyl)(methyl)amino)cyclohexyl)-6-(4-(6-hydroxyhexyl)piperidin-1-yl)pyridazine-3-carboxamide